[(6,6'-bis(naphthalen-1-yl)[1,1'-binaphthalene]-2,2'-diyl)bis{oxy[3-(naphthalen-1-yl)-4,1-phenylene]}]dimethanol C1(=CC=CC2=CC=CC=C12)C=1C=C2C=CC(=C(C2=CC1)C1=C(C=CC2=CC(=CC=C12)C1=CC=CC2=CC=CC=C12)OC1=C(C=C(C=C1)CO)C1=CC=CC2=CC=CC=C12)OC1=C(C=C(C=C1)CO)C1=CC=CC2=CC=CC=C12